C(N)(=O)NC(=N)C=1C=C(SC1)CNC(=O)[C@H]1N([C@H]2C[C@]2(C1)C)C(CNC(C1=CC=C(C=C1)OC1=CC=CC=C1)=O)=O (1S,3S,5S)-N-((4-(N-carbamoylcarbamimidoyl)thiophen-2-yl)methyl)-5-methyl-2-((4-phenoxybenzoyl)glycyl)-2-azabicyclo[3.1.0]hexane-3-carboxamide